FC=1C=C2C(N(C=NC2=CC1)C[C@@H]1CCN(CC12CCCC2)C(=O)N2[C@@H](C[C@@H](CC2)NC)C2=CC=CC=C2)=O 6-fluoro-3-(((R)-7-((2S,4R)-4-(methylamino)-2-phenylpiperidine-1-carbonyl)-7-azaspiro[4.5]dec-10-yl)methyl)quinazolin-4(3H)-one